N-(4,6-dichloropyrimidin-5-yl)-5-iodo-2-methylbenzamide ClC1=NC=NC(=C1NC(C1=C(C=CC(=C1)I)C)=O)Cl